1-heneicosanoyl-2-(9Z,12Z-heptadecadienoyl)-glycero-3-phospho-(1'-sn-glycerol) CCCCCCCCCCCCCCCCCCCCC(=O)OC[C@H](COP(=O)(O)OC[C@H](CO)O)OC(=O)CCCCCCC/C=C\C/C=C\CCCC